C(N)(OS(N(CC1=CC=C(C=C1)C1=NNC(C2=CC(=C(C=C12)OC)OC)=O)C(C)(C)C)(=O)=O)=O (t-butyl N-(4-(6,7-dimethoxy-4-oxo-3,4-dihydro-phthalazin-1-yl) benzyl) sulfamoyl) carbamate